C(C)(C)OC(=O)N1[C@H](CN(CC1)CC1=C(C(=CC(=C1)C)NC=1OC(=NN1)[C@H]1N(CCC1)S(=O)(=O)C)C)C (2S)-4-[[2,5-dimethyl-3-[[5-[(2S)-1-methylsulfonylpyrrolidin-2-yl]-1,3,4-oxadiazol-2-yl]amino]phenyl]methyl]-2-methyl-piperazine-1-carboxylic acid isopropyl ester